C(C)OCN(C(C=C)=O)COCC N,N-diethoxymethyl-acrylamide